o-m-methylphenylethynyl-aniline CC=1C=C(C=CC1)C#CC1=C(N)C=CC=C1